ClC1=CC=C(C=C1)NC(=O)NC1CN(C(C1)=O)C1=CC=C(C=C1)OC 1-(4-chlorophenyl)-3-[1-(4-methoxyphenyl)-5-oxopyrrolidin-3-yl]urea